C(C1=CC=CC=C1)(=O)N[C@@H](CC1=CC=C(C=C1)O)C(=O)O benzoyl-tyrosine